N-Boc-4-(4-bromophenyl)-2-methoxypiperidine C(=O)(OC(C)(C)C)N1C(CC(CC1)C1=CC=C(C=C1)Br)OC